4-nitrobenzyl-amide [N+](=O)([O-])C1=CC=C(C[NH-])C=C1